C(C)S(=O)(=O)NC1=C(C=C(C=C1)C1=NNC(=C1)NC1=NC=CC=C1)OCC=1C=NC=CC1 3-(4-(ethylsulfonamido)-3-(pyridin-3-ylmethoxy)phenyl)-5-(pyridin-2-ylamino)-1H-pyrazole